[Si](C)(C)(C(C)(C)C)OCCN1N=C(C=C1)NC(=O)C1CCC(CC1)N1C(C2=CC(=CC(=C2C1)C)NCCN(C)C)=O (1s,4s)-N-(1-(2-((tert-butyldimethylsilyl)oxy)ethyl)-1H-pyrazol-3-yl)-4-(6-((2-(dimethylamino)ethyl)amino)-4-methyl-1-oxoisoindolin-2-yl)cyclohexane-1-carboxamide